FC1(CC1)C(=O)N[C@H](C(=O)N1[C@@H](C[C@H](C1)O)C(=O)NCC1=C(C=C(C=C1)C1=C(N=CS1)C)OCCCC1CCNCC1)C(C)(C)C (2S,4R)-1-[(2S)-2-[(1-Fluorocyclopropanecarbonyl)amino]-3,3-dimethyl-butanoyl]-4-hydroxy-N-[[4-(4-methylthiazol-5-yl)-2-[3-(4-piperidyl)propoxy]phenyl]methyl]pyrrolidine-2-carboxamide